CC(=O)N[C@@H]1[C@H]([C@@H]([C@H](O[C@H]1O[C@@H]2[C@H](O[C@H]([C@H]([C@H]2O)O[C@H]3[C@@H]([C@H]([C@@H]([C@H](O3)CO)O)O)NC(=O)C)O)CO)CO)O)O The molecule is an amino trisaccharide that is beta-D-mannopyranose in which the hydroxy groups at positions 2 and 4 have each been converted into the corresponding 2-acetamido-2-deoxy-beta-D-glucopyranosyl derivative. It is an amino trisaccharide, a member of acetamides and a glucosamine oligosaccharide.